(R)-N-(1-methoxypropan-2-yl)-5-(quinolin-6-yl)pyrrolo[2,1-f][1,2,4]triazin-2-amine COC[C@@H](C)NC1=NN2C(C=N1)=C(C=C2)C=2C=C1C=CC=NC1=CC2